(S)-tert-Butyl 4-(6-chloro-1-(2,6-diethylphenyl)-2-oxo-7-(piperidin-1-yl)-1,2-dihydropyrido[2,3-d]pyrimidin-4-yl)-3-methylpiperazine-1-carboxylate ClC1=CC2=C(N(C(N=C2N2[C@H](CN(CC2)C(=O)OC(C)(C)C)C)=O)C2=C(C=CC=C2CC)CC)N=C1N1CCCCC1